COC=1C=C2C=C3C(=NC2=CC1)SN=C3 6-methoxyisothiazolo[5,4-b]quinoline